N1N=CC(=C1)C1=CC=C(C=C1)NC1=NC(=NC=C1)N1CC2=CC=C(C=C2C1)S(=O)(=O)C N-(4-(1H-pyrazol-4-yl)phenyl)-2-(5-(methylsulfonyl)isoindolin-2-yl)pyrimidin-4-amine